((8S)-4-amino-6-methyl-5-(quinolin-3-yl)-6,7,8,9-tetrahydro-[1,2,4]Triazino[1,6-a]Indol-8-yl)carbamic acid tert-butyl ester C(C)(C)(C)OC(N[C@H]1CC(C=2C(=C3N(C2C1)N=CN=C3N)C=3C=NC1=CC=CC=C1C3)C)=O